ClC1=CC(=C(C=N1)N1CCC(CC1)C1=C(C=CC=C1)C(C)C)OC N-(6-chloro-4-methoxypyridin-3-yl)-4-(2-isopropylphenyl)piperidine